4-[2-(6-fluoropyridin-3-yl)-1H-imidazol-5-yl]-2-methoxyphenol FC1=CC=C(C=N1)C=1NC(=CN1)C1=CC(=C(C=C1)O)OC